C(C)(C)(C)OC(=O)N1C(C(CCC1)(C)C)=O.NCCCC(C(=O)O)(C)C 5-amino-2,2-dimethyl-pentanoic acid tert-butyl-3,3-dimethyl-2-oxo-piperidine-1-carboxylate